Cl.CC=1N=C2N(N=C(C=C2C)C=2N=NC3=CC(=CC(=C3C2)F)C=2CCNCC2)C1 3-(2,8-Dimethylimidazo[1,2-b]pyridazin-6-yl)-5-fluoro-7-(1,2,3,6-tetrahydropyridin-4-yl)cinnoline hydrochloride